NC1C(CCCC1)(O)C amino-1-methylcyclohexan-1-ol